C(C=C)(=O)N1[C@@H](CCC1)/C=C/C=1C(=NC=CC1C=1C(=C(C=C(C1)F)N1C(C=2N(CC1)C1=C(C2)CC(C1)(C)C)=O)C)N (S,E)-2-(3-(3-(2-(1-acryloylpyrrolidin-2-yl)vinyl)-2-aminopyridin-4-yl)-5-fluoro-2-methylphenyl)-7,7-dimethyl-3,4,7,8-tetrahydro-2H-cyclopenta[4,5]pyrrolo[1,2-a]pyrazin-1(6H)-one